ClC1=NC(=NC(=N1)C1=CC(=CC=C1)Cl)C1=CC(=CC=C1)C1=CC2=C(OC3=C2C=CC=C3)C=C1 2-chloro-4-(3-chlorophenyl)-6-(3-(dibenzo[b,d]furan-2-yl)phenyl)-1,3,5-triazine